5-hexenylmethyldisiloxane C(CCCC=C)[SiH](O[SiH3])C